ethyl 3,5-diethyl-1H-pyrrole-2-carboxylate C(C)C1=C(NC(=C1)CC)C(=O)OCC